NC1=C(C=C(C=C1)S(=O)(=O)N(C)CCO)OC 4-amino-N-(2-hydroxyethyl)-3-methoxy-N-methylbenzenesulfonamide